N-(2-oxoazetidin-1-yl)acrylamide O=C1N(CC1)NC(C=C)=O